1-(4-(benzo[c][1,2,5]thiadiazol-5-ylmethyl)-3-oxo-3,4-dihydro-2H-benzo[b][1,4]oxazin-7-yl)-3-(1H-indol-6-yl)urea N=1SN=C2C1C=CC(=C2)CN2C1=C(OCC2=O)C=C(C=C1)NC(=O)NC1=CC=C2C=CNC2=C1